[(2R,4S,5R)-1-(2,4-dichlorophenyl)-5-hydroxy-2,6,6-trimethylheptan-4-yl]-2,4-dihydro-3H-1,2,4-triazol ClC1=C(C=CC(=C1)Cl)C[C@H](C[C@@H]([C@@H](C(C)(C)C)O)N1N=CNC1)C